2-(piperidin-2-yl)-2-(p-tolyl)acetic acid methyl ester hydrochloride Cl.COC(C(C1=CC=C(C=C1)C)C1NCCCC1)=O